TriEthyl-Benzyl-Ammonium Chloride [Cl-].C(C)[N+](CC1=CC=CC=C1)(CC)CC